B([O-])(O)O.CC(C(=O)O)(C(=O)O)F.CC(C(=O)O)(C(=O)O)F.[Li+] lithium bis(2-methyl-2-fluoromalonate) borate